C1(CC1)C=1N=CC2=C3C(=CC(=C2C1)S(NCC(C)(C)F)(=O)=O)CCC3NC(=O)C3C(C3)C N-[3-cyclopropyl-5-[(2-fluoro-2-methylpropyl)sulfamoyl]-8,9-dihydro-7H-cyclopenta[h]isoquinolin-9-yl]-2-methylcyclopropane-1-carboxamide